2-(trimethylsilyl)ethyl (1R,3R,5S)-2-(cyclopropanecarbonyl)-3-ethynyl-2,6-diazabicyclo[3.2.1]octane-6-carboxylate C1(CC1)C(=O)N1[C@H]2CN([C@@H](C[C@@H]1C#C)C2)C(=O)OCC[Si](C)(C)C